[Si](C1=CC=CC=C1)(C1=CC=CC=C1)(C(C)(C)C)OC[C@H]1CCC(N1)=O (5R)-5-[[(tert-butyldiphenylsilyl)oxy]methyl]pyrrolidin-2-one